FC(C1=CC=CC(=N1)OB(O)O)(F)F (6-(Trifluoromethyl)pyridin-2-yl)boric acid